(R)-3-((6-aminopyridazin-3-yl)methyl)piperidin-2-one NC1=CC=C(N=N1)C[C@@H]1C(NCCC1)=O